C1(=CC=CC=C1)OC(C1=CN=C(C(=C1OC(C)C)F)N)=O.FC(C1=NN(C=C1NC(=O)C=1C=NN2C1N=CC=C2)C2CCC(CC2)CO)F N-[3-(difluoromethyl)-1-[4-(hydroxymethyl)cyclohexyl]pyrazol-4-yl]pyrazolo[1,5-a]pyrimidine-3-carboxamide phenyl-6-amino-5-fluoro-4-isopropoxynicotinate